(R)-1-(8,9-difluoro-6-methoxy-1,4-dihydro-2H-pyrano[3,4-c]isoquinolin-1-yl)-3-(3-(difluoromethyl)-4-fluorophenyl)-1-methylurea FC=1C(=CC=2C3=C(N=C(C2C1)OC)COC[C@@H]3N(C(=O)NC3=CC(=C(C=C3)F)C(F)F)C)F